cis-5-chloro-N-(1-methyl-1H-pyrazol-4-yl)-4-(3a-methyl-5-(methylsulfonyl)hexahydropyrrolo[3,4-c]pyrrol-2(1H)-yl)pyrimidin-2-amine ClC=1C(=NC(=NC1)NC=1C=NN(C1)C)N1C[C@@H]2CN(C[C@@]2(C1)C)S(=O)(=O)C